COOP(OOC)(OOC)=O trimethoxyphosphoric acid